CC1=NN(C(=C1)C)C1=NN(C(C=C1)=O)CC1CN(C1)C1=CC=C(C=N1)C#N 6-[3-[[3-(3,5-dimethylpyrazol-1-yl)-6-oxopyridazin-1-yl]methyl]azetidin-1-yl]pyridine-3-carbonitrile